NC1=NC2=C(N1CC1=CC=C(C=C1)O[Si](C1=CC=CC=C1)(C1=CC=CC=C1)C(C)(C)C)C=CC(=C2)C#N 2-amino-1-(4-((tert-butyldiphenylsilyl)oxy)benzyl)-1H-benzo[d]imidazole-5-carbonitrile